COC=1C=C2C(=C(/C(/C2=CC1)=C/C1=CC(=C(C(=C1)OC)OC)OC)C)CC(=O)O (Z)-2-(5-methoxy-1-(3,4,5-trimethoxybenzylidene)-2-methyl-1H-inden-3-yl)acetic acid